tert-butyl 4-(piperidin-4-ylmethyl)-1,4-diazacycloheptane-1-carboxylate N1CCC(CC1)CN1CCN(CCC1)C(=O)OC(C)(C)C